montanyl eicosanoate C(CCCCCCCCCCCCCCCCCCC)(=O)OCCCCCCCCCCCCCCCCCCCCCCCCCCCC